ClCC1=CC=C(CO)C=C1 4-chloromethylbenzyl alcohol